ClC1=C(C=CC=C1)[C@H]1CC[C@H](N1CC1=CN=C(C=C1)C1=C(C=C(C=C1)OC)OC)C(=O)O (2S,5R)-5-(2-chlorophenyl)-1-(6-(2,4-dimethoxyphenyl)nicotinyl)pyrrolidine-2-carboxylic acid